C[NH+](C)CCCNC(CCCCCCCCCCCCC)=O N,N-dimethyl-(3-tetradecamidopropyl)ammonium